FC=1C=C(CC=2C=C(C(=C3CCCC23)OC)C(=O)N[C@H]2CCOC[C@@H]2O)C=CC1C(NCCCOC)=O 1,5-anhydro-2,3-dideoxy-3-(((7-(3-fluoro-4-((3-methoxypropyl)carbamoyl)-benzyl)-4-methoxy-2,3-dihydro-1H-inden-5-yl)carbonyl)amino)-L-threo-pentitol